triniobium-tin [Sn].[Nb].[Nb].[Nb]